3-chloro-2-(1-fluoro-2-naphthyl)thiophenol ClC=1C(=C(C=CC1)S)C1=C(C2=CC=CC=C2C=C1)F